(4-methoxy-1-((tetrahydrofuran-2-yl)methyl)piperidin-4-yl)methanone COC1(CCN(CC1)CC1OCCC1)C=O